(1S,2R)-2-methyl-N-(8-((methyl-d3)amino)-2,7-naphthyridin-3-yl)cyclopropane-1-carboxamide C[C@H]1[C@H](C1)C(=O)NC=1N=CC2=C(N=CC=C2C1)NC([2H])([2H])[2H]